(3-(5-chlorothien-2-yl)-1-(3-(methoxycarbonyl)benzyl)-1H-indazol-5-yl)glycine ClC1=CC=C(S1)C1=NN(C2=CC=C(C=C12)NCC(=O)O)CC1=CC(=CC=C1)C(=O)OC